CC(C(C)=O)C(CCCCC)=O 3-methyl-2,4-nonandione